dimethyl-phenyl-imidazole CC1=C(N=C(N1)C1=CC=CC=C1)C